FC1=CC(=C2C=CN(C2=C1)S(=O)(=O)C)C1=CC(=C2NC(C=3N(C2=C1C(F)(F)F)C(=NN3)C)(C)C)C 8-(6-Fluoro-1-methylsulfonyl-1H-indol-4-yl)-1,4,4,6-tetramethyl-9-(trifluoromethyl)-5H-[1,2,4]triazolo[4,3-a]quinoxaline